COC1(CC1)C(=O)NC1=CC(=C(C=C1)OC1=CN=C(S1)N1CCOCC1)C 1-methoxy-N-(3-methyl-4-((2-morpholinothiazol-5-yl)oxy)phenyl)cyclopropane-1-carboxamide